ClC1=C(CC=2N(C(N(N2)C)=O)CC2C(CCCC2)(C)C)C(=CC=C1)F 5-(2-chloro-6-fluorobenzyl)-4-((2,2-dimethylcyclohexyl)methyl)-2-methyl-2,4-dihydro-3H-1,2,4-triazol-3-one